N1C(CCCC1)CN(C(OC1=C(C2=C(C(C=C(O2)C2=C(C=CC=C2)Cl)=O)C(=C1)O)[C@@H]1[C@@H](CN(CC1)C)O)=O)CCCC(F)(F)F 2-(2-chlorophenyl)-5-hydroxy-8-[(3S,4R)-3-hydroxy-1-methylpiperidin-4-yl]-4-oxo-4H-1-benzopyran-7-yl [(piperidin-2-yl)methyl](4,4,4-trifluorobutyl)carbamate